4-((tert-butoxycarbonyl)amino)-5-((2-hydroxyethyl)amino)-5-oxopentanoic acid tert-butyl ester C(C)(C)(C)OC(CCC(C(=O)NCCO)NC(=O)OC(C)(C)C)=O